4-[4-bromo-3-hydroxy-8-(4-methoxy-phenyl)-quinolin-2-yl]-4-oxo-butyric acid ethyl ester C(C)OC(CCC(=O)C1=NC2=C(C=CC=C2C(=C1O)Br)C1=CC=C(C=C1)OC)=O